CC(C)(C)ON=S=O 2-methyl-2-(sulfinylamino)oxy-propane